2-Chlorobutan tert-butyl-(2S,4S)-2-methyl-4-[(5-methyl-1,2,4-oxadiazol-3-yl)methoxy]piperidine-1-carboxylate C(C)(C)(C)OC(=O)N1[C@H](C[C@H](CC1)OCC1=NOC(=N1)C)C.ClC(C)CC